3-formylbut-3-enal acetate C(C)(=O)O.C(=O)C(CC=O)=C